N-(4,5-dichlorophenyl)pyridin-2-amine ClC1=CC=C(C=C1Cl)NC1=NC=CC=C1